COC1=CC(=C(C=N1)CCN(C)C)C 2-(6-Methoxy-4-methylpyridin-3-yl)-N,N-dimethylethan-1-amine